4-(8-oxo-6-thioxo-5-(2-methylphenyl)-5,7-diazaspiro[3.4]oct-7-yl)-2-trifluoromethylbenzonitrile O=C1N(C(N(C12CCC2)C2=C(C=CC=C2)C)=S)C2=CC(=C(C#N)C=C2)C(F)(F)F